C1(=CC=C(C=C1)N(C1=CC=C(C(=O)O)C=C1)C1=CC=C(C=C1)C)C 4-(di-p-tolylamino)benzoic acid